C1(CC1)N1N=CC(=C1)C=1SC(=CN1)NC1=NC2=C(C=CC(=C2C=N1)N1[C@@H]([C@H](C1)CS(=O)(=O)C)C)C(C)C 2-(1-Cyclopropyl-1H-pyrazol-4-yl)-N-(8-isopropyl-5-((2R,3S)-2-methyl-3-((methanesulfonyl)methyl)azetidin-1-yl)quinazolin-2-yl)thiazol-5-amine